C1(CCCCC1)C(=O)OC Methyl cyclohexane-1-carboxylate